OC(CN(C[C@H](O)[C@@H](O)[C@H](O)[C@H](O)CO)CC(CN1CCN(CCN(CCN(CC1)CC(OC(C)(C)C)=O)CC(OC(C)(C)C)=O)CC(OC(C)(C)C)=O)O)CN1CCN(CCN(CCN(CC1)CC(OC(C)(C)C)=O)CC(OC(C)(C)C)=O)CC(=O)OC(C)(C)C 1-[bis[2-hydroxy-3-[4,7,10-tris[2-(1,1-dimethylethoxy)-2-oxoethyl]-1,4,7,10-tetraazacyclododec-1-yl]propyl]amino]-1-deoxy-D-glucitol